BrCC1=CC=C(CCN2N=CC(=C2)C(=O)OCC)C=C1 ethyl 1-(4-(bromomethyl)phenethyl)-1H-pyrazole-4-carboxylate